1-(2,6-difluoro-4-(S-methylsulfonyl)benzyl)-8-methoxy-1,4-dihydro-2H-[1,3]oxazino[5,4-c][1,8]naphthyridin-2-one FC1=C(CN2C(OCC=3C=NC=4N=C(C=CC4C32)OC)=O)C(=CC(=C1)S(=O)(=O)C)F